tert-butyl (3-(5-(difluoromethyl)-2-fluorophenyl)-5-hydroxypentyl)(methyl)-carbamate FC(C=1C=CC(=C(C1)C(CCN(C(OC(C)(C)C)=O)C)CCO)F)F